6-bromo-2-(4-chloro-2-fluorophenyl)-3,4-dihydro-2H-benzo[b][1,4]dioxepin BrC1=CC=CC=2OC(CCOC21)C2=C(C=C(C=C2)Cl)F